Rac-benzyl carbamate C(N)(OCC1=CC=CC=C1)=O